ClC=1C(=C(C=CC1)C=1C=C2C(=NC1)N(CN2CC=2C=NC=CC2)C)F 6-(3-chloro-2-fluoro-phenyl)-3-methyl-1-(3-pyridylmethyl)imidazo[4,5-b]Pyridine